C(CCCCCCC)(=O)[O-].C(CCCCCCC)(=O)[O-].[Sn+2] Tin di-n-octanoate